C(C)(C)(C)OC(=O)NC1CCN(CC1)C=1SC=C(N1)C(=O)NC(C(=O)NC(C(=O)OCC1=CC=CC=C1)=C)=C benzyl 2-(2-(2-(4-((tert-butoxycarbonyl)amino)piperidin-1-yl)thiazole-4-carboxamido)acrylamido)acrylate